tert-butyl 3-amino-6-(4-tert-butoxycarbonylpiperazin-1-yl)-4-chloro-indazole-1-carboxylate NC1=NN(C2=CC(=CC(=C12)Cl)N1CCN(CC1)C(=O)OC(C)(C)C)C(=O)OC(C)(C)C